Cl.Cl.C(C1=CC=CC=C1)N(C1CCC(CC1)N)C (1r,4r)-N1-benzyl-N1-methylcyclohexane-1,4-diamine dihydrochloride